ClCC1=CC(=C(C(=N1)C)NC(=O)C1=NC=CC(=N1)C1=C(C=CC(=C1)Cl)Cl)C N-(6-(Chloromethyl)-2,4-dimethylpyridin-3-yl)-4-(2,5-dichlorophenyl)pyrimidine-2-carboxamide